C#CCCCC#C heptyne-6-yne